C(C=C)(=O)N1[C@H](CN(C[C@H]1C)C1=C(C(N(C2=NC(=C(C=C12)Cl)C1=C(C(=C(C(=C1F)F)F)F)N)C=1C(=NC=CC1C)C(C)C)=O)C#N)C ((3s,5r)-4-propenoyl-3,5-dimethylpiperazin-1-yl)-7-(2-amino-3,4,5,6-tetrafluorophenyl)-6-chloro-1-(2-isopropyl-4-methylpyridin-3-yl)-2-oxo-1,2-dihydro-1,8-naphthyridine-3-carbonitrile